6,10-Dimethyl-4-heptacosene CC(C=CCCC)CCCC(CCCCCCCCCCCCCCCCC)C